CC(C(N1CCN(CC1)C(NC1=NC(N(C=C1)C1=CC=C(C=C1)OCC=O)=O)=O)=O)(C)NC(OC(C)(C)C)=O tert-butyl (2-methyl-1-oxo-1-(4-((2-oxo-1-(4-(2-oxoethoxy)phenyl)-1,2-dihydropyrimidin-4-yl)carbamoyl)piperazin-1-yl)propan-2-yl)carbamate